ClC=1C(=C(C=CC1)C1(CN(C(C2=CC=C(C(=C12)F)NC1CN(C1)[C@H]1C(NCCC1)=O)=O)C1=NN(C=C1F)C)C)F |r| 4-(3-chloro-2-fluorophenyl)-5-fluoro-2-(4-fluoro-1-methyl-1H-pyrazol-3-yl)-4-methyl-6-({1-[(3RS)-2-oxopiperidin-3-yl]azetidin-3-yl}amino)-3,4-dihydroisoquinolin-1(2H)-one